tert-butyl (3-acetamido-3-(tert-butylcarbamoyl)-5-vinylcyclohexyl)carbamate C(C)(=O)NC1(CC(CC(C1)C=C)NC(OC(C)(C)C)=O)C(NC(C)(C)C)=O